[2-(aminomethyl)-3,3-difluoro-allyl]-4-[[5-(5-methyl-3,4-dihydro-2H-1,4-benzoxazin-6-yl)-2-thienyl]methyl]-1,2,4-triazol-3-one trifluoroacetate FC(C(=O)O)(F)F.NCC(CC=1N(C(NN1)=O)CC=1SC(=CC1)C=1C=CC2=C(NCCO2)C1C)=C(F)F